FC1(C(C\C(\CC1)=C(\C(=O)OCC)/C)C1=CC=NC=C1)F ethyl (E)-2-(4,4-difluoro-3-(pyridin-4-yl)cyclohexylidene)propanoate